Ethyl 3-((2-bromophenyl) amino)-1H-pyrrole-2-carboxylate BrC1=C(C=CC=C1)NC1=C(NC=C1)C(=O)OCC